(prop-2-ylamino)formic acid CC(C)NC(=O)O